BrC1=NC=CC(=C1)C(C(F)(F)F)N 1-(2-bromopyridin-4-yl)-2,2,2-trifluoroethan-1-amine